(R)-N-(4-bromo-2-fluorobenzylidene)-2-methylpropane-2-sulfenamide BrC1=CC(=C(C=NSC(C)(C)C)C=C1)F